C1=NC=CC2=C(C=CC=C12)CCNC1=CC=NC=N1 6-(2-isoquinolin-5-yl-ethylamino)-pyrimidin